Tert-butyl hexahydropyrazine-1-carboxylate N1(CCNCC1)C(=O)OC(C)(C)C